The molecule is an iminium salt composed of 4-{(4-anilinonaphthalen-1-yl)[4-(dimethylamino)phenyl]methylidene}-N,N-dimethylcyclohexa-2,5-dien-1-iminium and chloride ions in a 1:1 ratio. It binds to nucleic acids and can be used in standardised staining techniques suitable for automated cell-pattern recognition. It has a role as a histological dye and a fluorochrome. It is an iminium salt and an organic chloride salt. It contains a victoria blue B(1+). CN(C)C1=CC=C(C=C1)C(=C2C=CC(=[NH+]C3=CC=CC=C3)C4=CC=CC=C24)C5=CC=C(C=C5)N(C)C.[Cl-]